1H,2H,3H,5H,6H-pyrrolo[2,3-c]pyridin N1CCC=2C1=CNCC2